4-hydroxyphenyl-2-[dipropioxy-(4-methoxyphenyl)methyl]dibenzothiophenium OC1=CC=C(C=C1)C1=C(C=CC=2[SH+]C3=C(C21)C=CC=C3)C(C3=CC=C(C=C3)OC)(OC(CC)=O)OC(CC)=O